C(OC1=C(C(=C(C=C1)CCCC)CCCC)CCCC)(OC1=C(C(=C(C=C1)CCCC)CCCC)CCCC)=O di(tributylphenyl) carbonate